1,1-bis(4-hydroxyphenyl)hexane 2,4-Dichloro-5,6-dihydropyrido[3,4-d]pyrimidine-7(8H)-carboxylate ClC=1N=C(C2=C(N1)CN(CC2)C(=O)O)Cl.OC2=CC=C(C=C2)C(CCCCC)C2=CC=C(C=C2)O